C(C)C=1C=CC(=C2NC(C=NC12)(C)C)F 8-ethyl-5-fluoro-3,3-dimethyl-3,4-dihydroquinoxaline